N1=CC(=CC=C1)N1CCC(CC1)CCN 2-(1-(pyridin-3-yl)piperidin-4-yl)ethan-1-amine